4-((1-(3-amino-5-(trifluoromethyl)phenyl)ethyl)amino)-6-morpholino-phthalazin NC=1C=C(C=C(C1)C(F)(F)F)C(C)NC1=NN=CC2=CC=C(C=C12)N1CCOCC1